C(CCCCCCC=CCCC=CCCCCCCC(=O)O)(=O)O 8,12-icosadienedioic acid